2-cyclopropyl-8-azaspiro[4.5]dec-2-en-1-amine C1(CC1)C=1C(C2(CC1)CCNCC2)N